1-benzylisoquinoline C(C1=CC=CC=C1)C1=NC=CC2=CC=CC=C12